C(C1=CC=CC=C1)N1CCN(C2=CC=C(C=C12)OC)S(=O)(=O)C1=C(C=CC(=C1)OC)OC 4-benzyl-1-((2,5-dimethoxyphenyl)sulfonyl)-6-methoxy-1,2,3,4-tetrahydroquinoxaline